C1(CCCCC1)[C@H](C)OC1=C(C(=O)NC2=NC=C(N=C2C)C)C=C(C(=C1)N1N=C2N(CCCC2)C1=O)F 2-[(1S)-1-cyclohexylethoxy]-N-(3,5-dimethylpyrazin-2-yl)-5-fluoro-4-(3-oxo-5,6,7,8-tetrahydro[1,2,4]triazolo[4,3-a]pyridin-2(3H)-yl)benzamide